[1,3-dimethyl-6-oxo-5-[2-(trifluoromethyl)phenoxy]pyridazin-4-yl] ethyl carbonate C(OC=1C(=NN(C(C1OC1=C(C=CC=C1)C(F)(F)F)=O)C)C)(OCC)=O